C(N)(O[C@@H](CC1=CC(=C(C=C1)C(NC)=O)F)C(O)C(C)(C)C)=O (S)-(tert-butyl 1-(3-fluoro-4-(methylcarbamoyl) phenyl)-3-hydroxylprop-2-yl) carbamate